Cl[C@H](CCl)O[C@@H](CCl)Cl |r| (±)-1,2-dichloroethyl ether